FC1=C(C=C(C=C1)F)C1=CC2=C(O[C@H](CN2S(=O)(=O)C2=CC(=CC=C2)C(F)(F)F)[C@@H]2[C@H](C2)C(=O)OCCCC)C=C1 butyl (1S,2S)-2-((S)-6-(2,5-difluorophenyl)-4-((3-(trifluoromethyl)phenyl)sulfonyl)-3,4-dihydro-2H-benzo[b][1,4]oxazin-2-yl)cyclopropane-1-carboxylate